C(C)NS(=O)(=O)NC1=NN2C(N=CC=C2)=C1C(=O)N[C@@H](C)C=1N(C(C=2C(=CC=C3C2C1CC3)C#C)=O)C3=CC=CC=C3 (S)-2-((N-ethylsulfamoyl)amino)-N-(1-(8-ethynyl-1-oxo-2-phenyl-1,2,4,5-tetrahydrocyclopenta[de]isoquinolin-3-yl)ethyl)pyrazolo[1,5-a]pyrimidine-3-carboxamide